2,2'-(1,3-phenylene)bis(4,5-dihydro-oxazol) C1(=CC(=CC=C1)C=1OCCN1)C=1OCCN1